7-phenyl-1H-indole-2-carboxylic acid C1(=CC=CC=C1)C=1C=CC=C2C=C(NC12)C(=O)O